CN1N=CC(=C1)CN1C(N(C2=C(C1=O)C=C(S2)S(=O)(=O)NC2(CC2)C)CC2CCNCC2)=O 3-((1-methyl-1H-pyrazol-4-yl)methyl)-N-(1-methylcyclopropyl)-2,4-dioxo-1-(piperidin-4-ylmethyl)-1,2,3,4-tetrahydrothieno[2,3-d]pyrimidine-6-sulfonamide